bis(1-naphthylmethyl)-1,2-ethylenediamine C1(=CC=CC2=CC=CC=C12)CNCCNCC1=CC=CC2=CC=CC=C12